2-methylbenzo(e)indene lithium salt [Li].CC=1CC=2C=CC3=C(C2C1)C=CC=C3